Cl.ClC1=CC=C(C=C1)C1=CC=C(O1)C(=O)N(CCNC)C 5-(4-chlorophenyl)-N-methyl-N-[2-(methylamino)ethyl]furan-2-carboxamide hydrochloride